2-(3,2-epoxycyclohexyl)ethyltripropoxysilane ethyl-2-{[(tert-butoxycarbonyl)(prop-2-en-1-yl)amino]methyl}pent-4-enoate C(C)OC(C(CC=C)CN(CC=C)C(=O)OC(C)(C)C)=O.C1(C2C(CCC1)O2)CC[Si](OCCC)(OCCC)OCCC